FC(C(=O)O)(F)F.FC(C(=O)O)(F)F.N1C(CC1)CNC=1C=CC(=C(C(=O)N[C@H](C)C2=CC=CC3=CC=CC=C23)C1)C 5-((azetidin-2-ylmethyl)amino)-2-methyl-N-((R)-1-(naphthalen-1-yl)ethyl)benzamide bis(2,2,2-trifluoroacetate)